2-(2,5-dimethyl-phenyl)biguanide CC1=C(C=C(C=C1)C)N=C(N)NC(=N)N